CC1(OCC(CO1)(C(=O)O)C)C 2,2,5-trimethyl-1,3-dioxane-5-formic acid